COC(C1=C(C=C(C(=C1)NC[C@H]1OCC1)N)F)=O (S)-4-amino-2-fluoro-5-((oxetan-2-ylmethyl)amino)benzoic acid methyl ester